FC(C(=O)N1[C@H]2CC(C[C@@H]1CC2)O)(F)C=2C=C(C(=O)NC=1C=NN(C1)C)C=CC2F 3-(1,1-difluoro-2-((1R,3r,5S)-3-hydroxy-8-azabicyclo[3.2.1]octan-8-yl)-2-oxoethyl)-4-fluoro-N-(1-methyl-1H-pyrazol-4-yl)benzamide